methyl 3-[(5S)-5-(3,5-difluorophenyl)-3-oxo-6,7-dihydro-3H-pyrrolo[2,1-c][1,2,4]triazol-2(5H)-yl]-2,2-difluorobicyclo[1.1.1]pentane-1-carboxylate FC=1C=C(C=C(C1)F)[C@@H]1CCC2=NN(C(N21)=O)C21C(C(C2)(C1)C(=O)OC)(F)F